tert-butyl N-((2-chloro-3,4,5,6-tetrafluorophenyl)sulfonyl)-N-(2-fluorobenzyl)glycinate ClC1=C(C(=C(C(=C1F)F)F)F)S(=O)(=O)N(CC(=O)OC(C)(C)C)CC1=C(C=CC=C1)F